C(C)OC1CC(N(CC1)C(=O)OCC1=CC=CC=C1)C1=CC(=C(C=C1)C(=O)OC)NC Benzyl 4-ethoxy-2-(4-(methoxycarbonyl)-3-(methylamino)phenyl)piperidine-1-carboxylate